(R)-tert-butyl (2-oxopiperidin-3-yl)carbamate O=C1NCCC[C@H]1NC(OC(C)(C)C)=O